(2R,3R,4R,5S)-5-((6-chloro-2-(methylsulfonyl)pyrimidin-4-yl)amino)-2-(hydroxymethyl)tetrahydro-2H-pyran-3,4-diol ClC1=CC(=NC(=N1)S(=O)(=O)C)N[C@@H]1[C@H]([C@H]([C@H](OC1)CO)O)O